6-hydroxynicotinic acid hydrazide OC1=NC=C(C(=O)NN)C=C1